4,4-diheptoxybutanoic acid C(CCCCCC)OC(CCC(=O)O)OCCCCCCC